NC1=C(C=CC(=C1)NC1=NC=C(C(=N1)C1=CNC2=CC=CC=C12)Cl)N(C(CN(C)C)=O)CC N-(2-amino-4-((5-chloro-4-(1H-indol-3-yl)pyrimidin-2-yl)amino)phenyl)-2-(dimethylamino)-N-ethylacetamide